FC(C1=CC(=NC=C1)C(=O)N)F 4-(difluoromethyl)picolinamide